tert-butyl (1-(4-(7-((3-(piperidin-1-yl)propyl)carbamoyl)benzo[d]imidazo[2,1-b]thiazol-2-yl)phenyl)cyclopropyl)carbamate N1(CCCCC1)CCCNC(=O)C1=CC2=C(N3C(S2)=NC(=C3)C3=CC=C(C=C3)C3(CC3)NC(OC(C)(C)C)=O)C=C1